methylbenzenevaleronitrile CC1=C(C=CC=C1)CCCCC#N